(+)-Glutamate N[C@@H](CCC(=O)[O-])C(=O)[O-]